Cl.CC1=NC(=CC(=C1)C1=CC2=C(C(N(C=C2C2=CC(N(C=C2C2=CC=C(C=C2)OC)C)=O)C)=O)N1)C 2-(2,6-dimethylpyridin-4-yl)-4-(5-(4-methoxyphenyl)-1-methyl-2-oxo-1,2-dihydropyridin-4-yl)-6-methyl-1,6-dihydro-7H-pyrrolo[2,3-c]pyridin-7-one hydrogen chloride